N-{3-[(1-methyl-1H-tetraazol-5-yl)sulfanyl]propyl}amine CN1N=NN=C1SCCCN